4-((6-bromohexyl)thio)-2-(2,6-dioxopiperidin-3-yl)isoindoline-1,3-dione BrCCCCCCSC1=C2C(N(C(C2=CC=C1)=O)C1C(NC(CC1)=O)=O)=O